ClCCOCCOCCN1C(C2=CC=CC=C2C1=O)=O 2-(2-(2-(2-chloroethoxy)ethoxy)ethyl)isoindoline-1,3-dione